N-(3-methylpentyl)nonane-1,9-diamine CC(CCNCCCCCCCCCN)CC